FC1(CCC(CC1)[C@H](NC(=O)C1=CC=NN1CC)C1=NC2=C(N1)C=CC(=C2)[C@@H](C)NC(CC(C(F)(F)F)C(F)(F)F)=O)F N-((S)-(4,4-Difluorocyclohexyl)(5-((R)-1-(4,4,4-trifluoro-3-(trifluoromethyl)butanamido)ethyl)-1H-benzo[d]imidazol-2-yl)methyl)-1-ethyl-1H-pyrazole-5-carboxamide